bis(butylbenzene) nickel [Ni].C(CCC)C1=CC=CC=C1.C(CCC)C1=CC=CC=C1